O=C1NC(CC[C@@H]1C1=CC=C(C=C1)N1CCC(CC1)C(=O)OC(C)(C)C)=O tert-butyl (R)-1-(4-(2,6-dioxopiperidin-3-yl)phenyl)piperidine-4-carboxylate